2-((tetrahydro-2H-pyran-4-yl)ethynyl)thiazole O1CCC(CC1)C#CC=1SC=CN1